2-(2,6-Dimethyl-4-((4-methyl-2-oxo-3-(4-(trifluoromethyl)phenyl)imidazolin-1-yl)methyl)phenoxy)-2-methylpropanoic acid CC1=C(OC(C(=O)O)(C)C)C(=CC(=C1)CN1C(N(C(C1)C)C1=CC=C(C=C1)C(F)(F)F)=O)C